(4R,6R,7R)-4-[N'-(benzenesulfonyl)-N-methylhydrazine-carbonyl]-6-methyl-6,11-diazatetracyclo[7.6.1.02,7.012,16]hexadeca-1(16),2,9,12,14-pentaen-6-ium C1(=CC=CC=C1)S(=O)(=O)NN(C(=O)[C@@H]1C=C2C=3C=CC=C4NC=C(C[C@H]2[NH+](C1)C)C34)C